(5S)-5-[(1R)-1-Amino-2-hydroxy-ethyl]-1-(6-tert-butylfuro[2,3-b]pyrazin-2-yl)-7-methyl-octan-1-one N[C@@H](CO)[C@@H](CCCC(=O)C=1N=C2C(=NC1)OC(=C2)C(C)(C)C)CC(C)C